oxybis-1-propanol O(CCCO)CCCO